NC=1SC2=C(N1)CC[C@@H](C2)N(CCC)CC2CCNCC2 (S)-4-(((2-amino-4,5,6,7-tetrahydrobenzo[d]thiazol-6-yl)(propyl)amino)methyl)piperidine